ClC=1C=C(C=C(C1)Cl)C1=CC=C(S1)CC(=O)NCCCN1CCOCC1 2-(5-(3,5-Dichlorophenyl)thiophen-2-yl)-N-(3-morpholinopropyl)acetamid